1,3-disilylcyclohexane [SiH3]C1CC(CCC1)[SiH3]